COC1OCCO1 2-Methoxy-1,3-dioxolan